C(=O)(O)C1=CC=C(C=C1)C12C=C(C(N1)=CC1(C=C(C(=N1)C=C1C=CC(N1)=CC=1C=CC(N1)=C2)C2=CC=C(C=C2)C(=O)O)C2=CC=C(C=C2)C(=O)O)C2=CC=C(C=C2)C(=O)O 1,3,6,8-tetra(p-carboxyphenyl)porphyrin